potassium fluorosulfate salt S(=O)(=O)([O-])F.[K+]